Cl.C1=CC=CC=2NC(C3=CC=CC=C3C12)=O 5H-phenanthridin-6-one hydrochloride